C(C)C1=C(N=C(N1C)C(=O)O)NC(CC(C)(C)N)=O.NC1=C(OC2=CC=CC=C2C1=O)C1=CC(=CC=C1)OC amino-3'-methoxyflavone ethyl-4-(3-amino-3-methylbutanamido)-1-methylimidazole-2-carboxylate